(E)-imino(5-methoxypyridin-2-yl)(2-(3-(trifluoromethyl)pyridin-2-yl)vinyl)-λ6-sulfanone N=S(=O)(\C=C\C1=NC=CC=C1C(F)(F)F)C1=NC=C(C=C1)OC